BrCCCC1=CC=C(C=C1)CN(C(OC(C)(C)C)=O)C tert-butyl N-[[4-(3-bromopropyl)phenyl] methyl]-N-methyl-carbamate